IC1=CC(=C(C(=O)NNC(=O)C2=NC(=NC(=C2)C)N2CC3(CC3)CC2)C=C1)N1CCC2(CC2)CC1 N'-(4-iodo-2-(6-azaspiro[2.5]octan-6-yl)benzoyl)-6-methyl-2-(5-azaspiro[2.4]heptan-5-yl)pyrimidine-4-carbohydrazide